BrC=1C=C(C=CC1)N(C1=CC=C(C=C1)C1=CC=CC=C1)C1=CC=CC=C1 N-(3-bromophenyl)-N-phenyl-[1,1-biphenyl]-4-amine